4-amino-7-iodo-1-(2-methylphenyl)-2-oxo-1,2-dihydroquinoline-3-carboxylic acid cyclopropyl ester C1(CC1)OC(=O)C=1C(N(C2=CC(=CC=C2C1N)I)C1=C(C=CC=C1)C)=O